C(C1=CC=CC=C1)C=1C=NN2C1N=C(N=C2C=2OC=CC2)N 8-benzyl-4-(furan-2-yl)pyrazolo[1,5-a][1,3,5]triazin-2-amine